N-(3-amino-1-methylpropyl)-N,N-dimethylamine CC(CCN)N(C)C